C1(=CC=CC=C1)C1=CC=CC(=N1)C=1C=NC2=C3N=CC(=CC3=CC=C2C1)C1=NC(=CC=C1)C1=CC=CC=C1 3,8-bis(6-phenyl-2-pyridinyl)-1,10-phenanthroline